NC1=NC=2C=C(C=CC2C2=C1N=C(N2CC(C)(O)C)COCC)CC2=CC(=C(C=C2)CCN)F 1-(4-amino-7-(4-(2-aminoethyl)-3-fluorobenzyl)-2-(ethoxymethyl)-1H-imidazo[4,5-c]quinolin-1-yl)-2-methylpropan-2-ol